N-(3-chloro-4-cyano-2-fluoro-phenyl)-5-phenyl-1H-pyrrole-3-sulfonamide ClC=1C(=C(C=CC1C#N)NS(=O)(=O)C1=CNC(=C1)C1=CC=CC=C1)F